2-(9-chlorodibenzo[b,d]furan-1-yl)-4,4,5,5-tetramethyl-1,3,2-dioxaborolane ClC1=CC=CC2=C1C1=C(O2)C=CC=C1B1OC(C(O1)(C)C)(C)C